ClC=1C(=CC(=NC1)NC(=O)NC1CCC(CC1)NC(COC)C)C1=C(C=C(C=C1)F)OC 1-(5-chloro-4-(4-fluoro-2-methoxyphenyl)pyridin-2-yl)-3-((1r,4r)-4-((1-methoxypropane-2-yl)amino)cyclohexyl)urea